C(C)(=O)N1CCN(CC1)[C@@H]1C(=NN(C1)C(=O)N[C@H](C)C=1C=NC(=NC1)C(F)(F)F)C1=CC=C(C=C1)C (S)-4-(4-acetylpiperazin-1-yl)-3-(4-methylphenyl)-N-((R)-1-(2-(trifluoromethyl)pyrimidin-5-yl)ethyl)-4,5-dihydro-1H-pyrazole-1-carboxamide